rac-6-(1-(6-methylpyridin-3-yl)ethyl)quinoline-4-carboxylic acid CC1=CC=C(C=N1)[C@H](C)C=1C=C2C(=CC=NC2=CC1)C(=O)O |r|